3-[(5-Cyclopropylpyridin-3-yl)ethynyl]-N-[(1S,2S)-2-hydroxycyclohexyl]-4-methylbenzamide C1(CC1)C=1C=C(C=NC1)C#CC=1C=C(C(=O)N[C@@H]2[C@H](CCCC2)O)C=CC1C